C(C)(C)OC(C(C(C(=O)O)C)NC1=CC=C(C=C1)C)=O 4-isopropoxy-2-methyl-4-oxo-3-(p-toluylamino)butanoic acid